tert-butyl (S or R)-7-acryloyl-2-(4-isopropylphenyl)-2,3,4,5a,6,7,8,9-octahydro-5H-1,2,5,7-tetraazabenzo[cd]azulene-5-carboxylate C(C=C)(=O)N1C[C@@H]2C3=C(N(N=C3CC1)C1=CC=C(C=C1)C(C)C)CCN2C(=O)OC(C)(C)C |o1:6|